The molecule is a carboxylic ester obtained by formal condensation between 3-(2,2-dichloroethenyl)-2,2-dimethylcyclopropanecarboxylic acid and (4-fluoro-3-phenoxyphenyl)(hydroxy)acetonitrile. It has a role as a pyrethroid ester insecticide and an agrochemical. It is an organochlorine compound, an organofluorine compound, a nitrile, an aromatic ether and a cyclopropanecarboxylate ester. It derives from a 3-(2,2-dichlorovinyl)-2,2-dimethylcyclopropanecarboxylic acid. CC1(C(C1C(=O)OC(C#N)C2=CC(=C(C=C2)F)OC3=CC=CC=C3)C=C(Cl)Cl)C